4-butyl-3-methylimidazole hydrogensulfate S(=O)(=O)(O)O.C(CCC)C=1N(C=NC1)C